C(C)(C)NC\C=C(\CCC[C@@H](CCC[C@@H](CCCC(C)C)C)C)/C |r| (7RS,11RS,E)-1-isopropylamino-3,7,11,15-tetramethyl-2-hexadecene